CN(C)CCN(C)CCO N,N,N'-Trimethylaminoethylethanolamine